O(C1=CC=CC=C1)C1=CC=C(C(=O)NCC(=O)N2C(CC(C2)CC2=CC=C(C=C2)C(F)(F)F)C(=O)N)C=C1 1-((4-phenoxybenzoyl)glycyl)-4-(4-(trifluoromethyl)-benzyl)pyrrolidine-2-carboxamide